The molecule is an azaspiro compound having a monofluoro-substituted chromane skeleton spiro-linked to an imidazolidinedione ring. It has a role as an EC 1.1.1.21 (aldehyde reductase) inhibitor and an antioxidant. It is an imidazolidinone, a member of chromanes, an oxaspiro compound, an azaspiro compound and an organofluorine compound. C1COC2=C([C@]13C(=O)NC(=O)N3)C=C(C=C2)F